1,3-di(tert-butyl)imidazolium C(C)(C)(C)N1C=[N+](C=C1)C(C)(C)C